NC=1C2=C(N=CN1)N(C=C2C2=NC=C(C=N2)C#N)C 2-(4-amino-7-methyl-7H-pyrrolo[2,3-d]pyrimidin-5-yl)pyrimidine-5-carbonitrile